8-(2-bromoethyl)-3-((tert-butyldimethylsilyl)oxy)-8-azabicyclo[3.2.1]octane BrCCN1C2CC(CC1CC2)O[Si](C)(C)C(C)(C)C